ClC=1C=CC=2N(C1)C(=C(N2)C2=NC=1C(=NC=C(C1)C(F)(F)F)N2C)S(=O)(=O)CC 2-(6-chloro-3-ethylsulfonylimidazo[1,2-a]pyridin-2-yl)-3-methyl-6-(trifluoromethyl)imidazo[4,5-b]pyridine